tetrabutyl-m-chlorobenzoic acid ammonium salt [NH4+].C(CCC)C1=C(C(=C(C(=C1C(=O)[O-])CCCC)Cl)CCCC)CCCC